[N+](=O)([O-])C1(CO)CC(=CC=C1)[N+](=O)[O-] 1,3-dinitrobenzyl alcohol